5-(azetidin-1-yl)-6-nitro-2-(piperidin-1-yl)oxazolo[4,5-b]pyridine N1(CCC1)C1=C(C=C2C(=N1)N=C(O2)N2CCCCC2)[N+](=O)[O-]